racemic-8-bromo-5-[(4-fluorophenyl)methyl]-7-methyl-3,4-dihydro-2H-1,5-benzoxazepin-3-ol BrC1=CC2=C(N(C[C@H](CO2)O)CC2=CC=C(C=C2)F)C=C1C |r|